(3-((4',6'-dimethyl-[5,5'-bipyrimidin]-2-yl)methyl)-1,2,3-oxadiazol-3-ium-5-yl)((3-(trifluoromethyl)phenyl)carbamoyl)amide CC1=NC=NC(=C1C=1C=NC(=NC1)C[N+]1=NOC(=C1)[N-]C(NC1=CC(=CC=C1)C(F)(F)F)=O)C